C(C)C=1C=CC=C2C(=CNC12)I 7-ethyl-3-iodo-1H-indole